2,4-bis(4-biphenylyl)-6-{5-(4,4,5,5-tetramethyl-1,3,2-dioxaborolan-2-yl)-1,1':2',1''-terphenyl-3-yl}-1,3,5-triazine C1(=CC=C(C=C1)C1=NC(=NC(=N1)C1=CC=C(C=C1)C1=CC=CC=C1)C=1C=C(C=C(C1)B1OC(C(O1)(C)C)(C)C)C=1C(=CC=CC1)C1=CC=CC=C1)C1=CC=CC=C1